[Si](C)(C)(C(C)(C)C)O[C@H](CN1N=C(C=C1CO)OCC)C [2-[(2S)-2-[tert-butyl(dimethyl)silyl]oxypropyl]-5-ethoxy-pyrazol-3-yl]methanol